NCC=1C(=C(C=CC1)C=1C=C2C(=NN(C2=CC1)C)COC1=C(C=CC(=C1)OC)CC(=O)OCC)F ethyl 2-(2-((5-(3-(aminomethyl)-2-fluorophenyl)-1-methyl-1H-indazol-3-yl)methoxy)-4-methoxyphenyl)acetate